4-(2-fluorophenyl)-N-(3-(trifluoromethyl)phenyl)pyrimidine-5-carboxamide FC1=C(C=CC=C1)C1=NC=NC=C1C(=O)NC1=CC(=CC=C1)C(F)(F)F